C(=O)N1CCC(CC1)C(=O)N1[C@H](COC2=C(C1)C=CC(=C2)C(=O)OC)C methyl (S)-4-(1-formylpiperidine-4-carbonyl)-3-methyl-2,3,4,5-tetrahydrobenzo[f][1,4]oxazepine-8-carboxylate